CS(=O)(=O)N1CCNCC1 1-methanesulfonyl-piperazine